N[C@H](C=1N=C2N(N=CC(=C2)[C@@H](CCOC)N2C(N[C@@H](C2)C(F)(F)F)=O)C1)C1CCC(CC1)(F)F (S)-1-((R)-1-(2-((S)-amino(4,4-difluorocyclohexyl)methyl)imidazo[1,2-b]pyridazin-7-yl)-3-methoxypropyl)-4-(trifluoromethyl)imidazolidin-2-one